FC1(CC(N(CC1)S(=O)(=O)N[C@@H](C(C)C1=C(C(=CC=C1F)C)C)C=1OC(NN1)=O)C)F 4,4-difluoro-N-((1S)-2-(6-fluoro-2,3-dimethylphenyl)-1-(5-oxo-4,5-dihydro-1,3,4-oxadiazol-2-yl)propyl)-2-methylpiperidine-1-sulfonamide